NCCOCCOCCNC(OCC(COCCCCCCCC\C=C/CCCCCCCC)OCCCCCCCC\C=C/CCCCCCCC)=O 2,3-bis[(Z)-octadec-9-enoxy]propyl N-[2-[2-(2-aminoethoxy)ethoxy]ethyl]carbamate